tri-butyl-tin acetate C(C)(=O)[O-].C(CCC)[Sn+](CCCC)CCCC